CC=1C=C(C=CC1C)CNCC1=CC(=C(C=C1)C)C bis((3,4-dimethylphenyl)methyl)amine